4-hydroxy-N-(2-(indolin-1-yl)ethyl)benzenesulfonamide OC1=CC=C(C=C1)S(=O)(=O)NCCN1CCC2=CC=CC=C12